FC(C1=NN=C(O1)C=1C=CC(=NC1)CN1C(N(C2=C1C=C(C(=C2)N2CCN(CC2)C)F)C2COC2)=O)F 1-((5-(5-(difluoromethyl)-1,3,4-oxadiazole-2-yl)pyridine-2-yl)methyl)-6-fluoro-5-(4-methylpiperazine-1-yl)-3-(oxetan-3-yl)-1,3-dihydro-2H-benzo[d]imidazole-2-one